epoxy-eugenol C1(=C(O)C2=C(C(CC=C)=C1)O2)OC